C(C1=CC=CC=C1)OC(=O)NC1CC=2C=C(C(=CC2CC1)N1CC2CCC(C1)N2C(=O)OC(C)(C)C)C#N racemic-tert-butyl 3-(6-[[(benzyloxy)carbonyl]amino]-3-cyano-5,6,7,8-tetrahydronaphthalen-2-yl)-3,8-diazabicyclo[3.2.1]octane-8-carboxylate